di[1,3-dimethyl-3-(t-amylperoxy)butyl]carbonate CC(CC(C)(OOC(C)(C)CC)C)OC(OC(CC(C)(OOC(C)(C)CC)C)C)=O